CC=1C(CCC1B1OC(C(O1)(C)C)(C)C)=O 2-methyl-3-(4,4,5,5-tetramethyl-1,3,2-dioxaborolan-2-yl)cyclopent-2-en-1-one